(6R,14S)-14-{4-[5-chloro-2-(4-chloro-1H-1,2,3-triazol-1-yl)phenyl]-6-oxo-1,6-dihydropyrimidin-1-yl}-2,8-diazatricyclo[13.3.1.02,6]nonadeca-1(19),15,17-trien-3,7-dione ClC=1C=CC(=C(C1)C=1N=CN(C(C1)=O)[C@H]1CCCCCNC([C@H]2CCC(N2C=2C=CC=C1C2)=O)=O)N2N=NC(=C2)Cl